2-(7-(4-chlorophenyl)-5-methyl-2-(1-methyl-3-morpholino-1H-indazol-5-yl)benzo[d]thiazol-6-yl)acetic acid ClC1=CC=C(C=C1)C1=C(C(=CC=2N=C(SC21)C=2C=C1C(=NN(C1=CC2)C)N2CCOCC2)C)CC(=O)O